3,7-diethylocten-3-ol C(C)C(C=C)(CCCC(C)CC)O